COC(=O)C=1C=C2C=C(NC2=CC1)C=1C(OC(C1C(NOC)=O)=O)(CCCCC)O methyl-2-(2-hydroxy-4-(methoxycarbamoyl)-5-oxo-2-pentyl-2,5-dihydrofuran-3-yl)-1H-indole-5-carboxylate